C(C)(C)(C)OC(COCCOCCOCCO)=O {2-[2-(2-Hydroxyethoxy)ethoxy]ethoxy}acetic acid tert-butyl ester